OCCC[N+]1=CC=CC=C1 N-(3-Hydroxypropyl)pyridinium